COCC1(CN(CC1)C(=O)OC(C)(C)C)C tert-butyl 3-(methoxymethyl)-3-methylpyrrolidine-1-carboxylate